(1R*,3S*)-N-hydroxy-N-methyl-3-(methylsulfonamido)-1-(3-(pyrimidin-2-yl)benzyl)cyclopentane-1-carboxamide ON(C(=O)[C@@]1(C[C@H](CC1)NS(=O)(=O)C)CC1=CC(=CC=C1)C1=NC=CC=N1)C |o1:4,6|